4-sulfocyclobutyl-sulfonate S(=O)(=O)(O)C1CCC1S(=O)(=O)[O-]